1-(2-(5-(2-Aminoethoxy)-1H-indole-2-carbonyl)-1H-indol-5-yl)-3-(5-(tert-butyl)isoxazol-3-yl)urea NCCOC=1C=C2C=C(NC2=CC1)C(=O)C=1NC2=CC=C(C=C2C1)NC(=O)NC1=NOC(=C1)C(C)(C)C